[3-[3-[difluoro-[4-(trifluoromethyl)phenyl]methyl]-1-bicyclo[1.1.1]pentanyl]azetidin-1-yl]-(6,6-dioxo-6lambda6-thia-2,5-diazaspiro[3.4]octan-2-yl)methanone FC(C12CC(C1)(C2)C2CN(C2)C(=O)N2CC1(C2)NS(CC1)(=O)=O)(C1=CC=C(C=C1)C(F)(F)F)F